C(C)N(CCNC(=S)NC=1C=C2C(=CC(=NC2=CC1)N1CCCC1)C)CC 1-(2-(diethylamino)ethyl)-3-(4-methyl-2-(pyrrolidin-1-yl)quinolin-6-yl)thiourea